(4S)-2-{[(2S)-1,4-dioxan-2-yl]methyl}-4-methyl-8-(trifluoromethyl)-N-{[2-(trifluoromethyl)pyrimidin-5-yl]methyl}-4,5-dihydro-2H-furo[2,3-g]indazole-7-carboxamide O1[C@H](COCC1)CN1N=C2C3=C(C[C@@H](C2=C1)C)OC(=C3C(F)(F)F)C(=O)NCC=3C=NC(=NC3)C(F)(F)F